1-(3-aminopropyl)imidazolium NCCCN1C=[NH+]C=C1